6-bromo-4-fluoro-2,2-dimethylbenzo[d][1,3]dioxole BrC=1C=C(C2=C(OC(O2)(C)C)C1)F